2-chloro-6,7-dihydro-5H-pyrrolo[2,3-d]pyrimidine-6-carboxylic acid methyl ester COC(=O)C1CC2=C(N=C(N=C2)Cl)N1